5-(6-cyanopyrazin-2-yl)pyridin C(#N)C1=CN=CC(=N1)C=1C=CC=NC1